FC1=C(C=CC(=C1)N1N=CC=C1)NC1=NC=C2C=CC(=NC2=C1)SC1CCNCC1 N-[2-fluoro-4-(pyrazol-1-yl)phenyl]-2-(piperidin-4-ylsulfanyl)-1,6-naphthyridin-7-amine